6-ETHOXY-N-(2-FLUORO-4-(TRIFLUOROMETHOXY)PHENYL)-2-(TRIFLUOROMETHYL)-1H-IMIDAZO[4,5-B]PYRAZIN-5-AMINE C(C)OC1=C(N=C2C(=N1)NC(=N2)C(F)(F)F)NC2=C(C=C(C=C2)OC(F)(F)F)F